CC1([C@H](C1)C(=O)N1CC2(C1)CN(CC2C2=NOC(=N2)C(C)N2N=C(C=C2C(=O)OC)C)C(=O)C2=CN=CS2)C methyl 1-(1-(3-(2-((S)-2,2-dimethylcyclopropane-1-carbonyl)-6-(thiazole-5-carbonyl)-2,6-diazaspiro[3.4]octan-8-yl)-1,2,4-oxadiazol-5-yl)ethyl)-3-methyl-1H-pyrazole-5-carboxylate